trans-N-(3-cyclopropoxy-1-(hydroxy-4-methylcyclohexyl)-1H-pyrazol-4-yl)formamide C1(CC1)OC1=NN(C=C1NC=O)C1(CCC(CC1)C)O